FC1(CC(C1)(C)CN1N=C(C(=C1C(=O)NC1=CC(=NC=C1)SC)C(F)(F)F)[C@H]1[C@@H](C1)C)F 1-((3,3-Difluoro-1-methylcyclobutyl)methyl)-3-((trans)-2-methylcyclopropyl)-N-(2-(methylthio)pyridin-4-yl)-4-(trifluoromethyl)-1H-pyrazole-5-carboxamide